C(C)(C)C=1C=C(C=CC1)C(CC=O)C 3-(3-isopropyl-phenyl)butyraldehyde